FC(C(=O)O)(F)F.N1=CN=CC2=CC=C3C(=C12)C=CN3 7H-pyrrolo[2,3-H]quinazoline trifluoroacetate salt